ClC=1C(=NC=CC1SC=1C=CC=2C(=NC=C(N2)N2CCC3([C@@H]([C@@H](OC3)C)N)CC2)N1)NCCOC (3S,4S)-8-(6-((3-chloro-2-((2-methoxyethyl)amino)pyridin-4-yl)thio)pyrido[2,3-b]pyrazin-2-yl)-3-methyl-2-oxa-8-azaspiro[4.5]decan-4-amine